(3S,10R)-7-((2S,5R)-4-acryloyl-2,5-dimethylpiperazin-1-yl)-10-(5-chloro-2,4-difluorophenyl)-3-(methoxymethyl)-9-(trifluoromethyl)-2,3-dihydro-5H-[1,4]thiazino[2,3,4-ij]quinazolin-5-one C(C=C)(=O)N1C[C@@H](N(C[C@H]1C)C1=NC(N2C3=C(C(=C(C=C13)C(F)(F)F)C1=C(C=C(C(=C1)Cl)F)F)SC[C@@H]2COC)=O)C